C1(CC1)C(=O)NC1=CC(=C(N=N1)C(=O)NC)NC1=C(C(=CC=C1)C1=NOC(=N1)CCF)OC 6-(cyclopropanecarboxamido)-4-((3-(5-(2-fluoroethyl)-1,2,4-oxadiazol-3-yl)-2-methoxyphenyl)amino)-N-methylpyridazine-3-carboxamide